6-(3-(2-chloro-5-fluoropyrimidin-4-yl)phenyl)pyridin-2(1H)-one ClC1=NC=C(C(=N1)C=1C=C(C=CC1)C1=CC=CC(N1)=O)F